2-aminonaphthoselenazole NC=1[Se]C2=C(N1)C1=CC=CC=C1C=C2